(+)-lithium iron phosphate P(=O)([O-])([O-])[O-].[Fe+2].[Li+]